methyl 3-(3-aminoazetidin-1-yl)propanoate TFA salt OC(=O)C(F)(F)F.NC1CN(C1)CCC(=O)OC